ClC1=NN2C(C(=N1)N(C)C1CCCC1)=CC=C2 2-chloro-N-cyclopentyl-N-methylpyrrolo[2,1-f][1,2,4]triazin-4-amine